(fluoro(2-(((3S,6S,9aS)-3-(2-methyl-3-(pyridin-3-yl)azetidine-1-carbonyl)-5-oxooctahydro-1H-pyrrolo[1,2-a]azepin-6-yl)carbamoyl)benzo[b]thiophen-5-yl)methyl)phosphonic acid FC(C1=CC2=C(SC(=C2)C(N[C@H]2CCC[C@@H]3N(C2=O)[C@@H](CC3)C(=O)N3C(C(C3)C=3C=NC=CC3)C)=O)C=C1)P(O)(O)=O